(1-(2-((2-(2,6-dioxopiperidin-3-yl)-1-oxoisoindolin-4-yl)amino)-2-oxoethyl)-1H-1,2,3-triazol-4-yl)methyl (2-(2,6-dioxopiperidin-3-yl)-1-oxoisoindolin-4-yl)carbamate O=C1NC(CCC1N1C(C2=CC=CC(=C2C1)NC(OCC=1N=NN(C1)CC(=O)NC1=C2CN(C(C2=CC=C1)=O)C1C(NC(CC1)=O)=O)=O)=O)=O